(1s,4s)-2'-bromo-4-(3-chloroanilino)-6'-methoxyspiro[cyclohexane-1,1'-indene]-4-carbonitrile BrC=1C2(C3=CC(=CC=C3C1)OC)CCC(CC2)(C#N)NC2=CC(=CC=C2)Cl